ClC1=C(C=CC=C1)C1=CC1(F)F 1-chloro-2-(3,3-difluorocycloprop-1-en-1-yl)benzene